C1(CC1)C1=NC(=C2C(=N1)N(N=C2)CC2CC2)O 6-cyclopropyl-1-(cyclopropylmethyl)-1H-pyrazolo[3,4-d]pyrimidin-4-ol